C(C)(=O)N1CCN(CC1)CC1=CC=C(C=C1)N(S(=O)(=O)CC)CC1=NC=C(C(=O)OC)C=C1 methyl 6-((N-(4-((4-acetylpiperazin-1-yl)methyl)phenyl)ethylsulfonamido)methyl)nicotinate